FC=1C=CC(=C(C1)C(C(=O)O)CC)NC(C1=CC(=C(C=C1)N1CCCCC1)NC(=O)C1=NN(C2=CC=CC=C12)CC(F)(F)F)=O 2-(5-fluoro-2-(4-(piperidin-1-yl)-3-(1-(2,2,2-trifluoroethyl)-1H-indazole-3-carboxamido)benzamido)phenyl)butanoic acid